N1=CN=C2NC3=CC=C(CC3=C21)C=O 4H-imidazo[4,5-b]Indole-7-carbaldehyde